2-hydroxy-3-methyl-butanoic acid OC(C(=O)O)C(C)C